4-hydroxy-3-methyl-5-(prop-2-ynyloxy)benzaldehyde OC1=C(C=C(C=O)C=C1OCC#C)C